NC1=C2N=C(N(C2=NC=N1)CCNS(=O)(=O)C1CC1)SC1=CC2=C(OCO2)C=C1I Cyclopropanesulfonic acid {2-[6-amino-8-(6-iodo-benzo[1,3]dioxol-5-ylsulfanyl)-purin-9-yl]-ethyl}-amide